carboxy-vinyl chloride C(=O)(O)C=CCl